(3-fluoro-4-(4-(quinazolin-6-ylamino)quinolin-6-yl)phenyl)(morpholino)methanone FC=1C=C(C=CC1C=1C=C2C(=CC=NC2=CC1)NC=1C=C2C=NC=NC2=CC1)C(=O)N1CCOCC1